Pentafluoro-(2-isopropoxy-2,2-diphenylethyl)-λ6-sulphane FS(CC(C1=CC=CC=C1)(C1=CC=CC=C1)OC(C)C)(F)(F)(F)F